FC([C@H]1N(C(OC1)=O)C=1N=C2N(CCOC3=C2C=CC(=C3)N[C@H](C(=O)N)C)C1)F (2S)-2-[[2-[(4S)-4-(difluoromethyl)-2-oxo-1,3-oxazolidin-3-yl]-5,6-dihydroimidazo[1,2-d][1,4]benzooxazepin-9-yl]amino]propanamide